S1C(=NC2=C1C=CC=C2)NC(=O)C=2C=CC=C1CCN(CC21)C2=CC=C(C(=N2)C(=O)OC(C)(C)C)CCCOC2=CC=C(C=C2)CC2CCN(CC2)CC(=O)OCC tert-Butyl 6-[8-(1,3-benzothiazol-2-ylcarbamoyl)-3,4-dihydro-1H-isoquinolin-2-yl]-3-[3-[4-[[1-(2-ethoxy-2-oxoethyl)-4-piperidyl]methyl]phenoxy]propyl]pyridine-2-carboxylate